ClC=1C=C(C=C2C=NN(C12)CCN(C)C)NC1=NC=CC(=N1)C1=CN(C2=CC=CC=C12)C 7-chloro-1-(2-(dimethylamino)ethyl)-N-(4-(1-methyl-1H-indol-3-yl)pyrimidin-2-yl)-1H-indazol-5-amine